Methyl 1-((1-(tert-butoxycarbonyl) piperidin-4-yl) methyl)-2-(1-(cyclopropylmethyl)-1H-pyrrolo[2,3-b]pyridin-2-yl)-7-methoxy-1H-benzo[d]imidazole-5-carboxylate C(C)(C)(C)OC(=O)N1CCC(CC1)CN1C(=NC2=C1C(=CC(=C2)C(=O)OC)OC)C2=CC=1C(=NC=CC1)N2CC2CC2